FC(C(=O)O)(F)F.FC(C=1N=CC(=NC1)C(=O)N)F 5-(difluoromethyl)pyrazine-2-carboxamide 2,2,2-trifluoroacetate